2-((2,4-difluoro-6-methylphenyl)amino)-5-(trifluoromethyl)-benzoic acid FC1=C(C(=CC(=C1)F)C)NC1=C(C(=O)O)C=C(C=C1)C(F)(F)F